(S)-2-(5-chloro-4-methylpyridin-2-yl)-N-(3-(1-((2-ethyl-2H-pyrazolo[3,4-b]pyrazin-6-yl)amino)ethyl)-4-methylphenyl)acetamide ClC=1C(=CC(=NC1)CC(=O)NC1=CC(=C(C=C1)C)[C@H](C)NC=1C=NC=2C(N1)=NN(C2)CC)C